C=C1[C@@H](O[C@@H]([C@H]1O)CO)N1C(=O)N=C(N)C=C1 2'-deoxy-2'-methylidenecytidine